N1(CCCCC1)CC1=CC=C(C=C1)C1=NOC(=N1)C(F)(F)F 3-[4-(1-piperidylmethyl)phenyl]-5-(trifluoromethyl)-1,2,4-oxadiazole